C(CCCCCCC)S n-octylmercaptan